ClC=1C=C(C=CC1)C1=NN=C(S1)C=1C=CC(N(N1)CC=1N=NC=C(C1)F)=O 6-(5-(3-chlorophenyl)-1,3,4-thiadiazol-2-yl)-2-((5-fluoropyridazin-3-yl)methyl)pyridazin-3(2H)-one